C1(CC1)C(=O)NC=1N=CC(=NC1C)C#CC=1C=C(C(=O)NC2=CC(=C(C=C2)CN2CCN(CC2)C)C(F)(F)F)C=CC1C 3-((5-(cyclopropanecarboxamido)-6-methylpyrazin-2-yl)ethynyl)-4-methyl-N-(4-((4-methylpiperazine-1-yl)methyl)-3-(trifluoromethyl)phenyl)benzamide